(N-(4-((4-oxo-3,4-dihydrophthalazin-1-yl)methyl)phenyl)sulfamoyl)carbamic acid tert-butyl ester C(C)(C)(C)OC(NS(NC1=CC=C(C=C1)CC1=NNC(C2=CC=CC=C12)=O)(=O)=O)=O